OC1=CC=C2C=CC(OC2=C1C=O)=O 7-Hydroxy-2-oxo-2H-chromene-8-carbaldehyde